FC1=CC=C(C(=O)N2[C@@H](C=3N(CC2)C(=NC3N3C(C(CCC3)(C)C)=O)C3=NC(=NS3)C)C)C=C1 (R)-1-(7-(4-Fluorobenzoyl)-8-methyl-3-(3-methyl-1,2,4-thiadiazol-5-yl)-5,6,7,8-Tetrahydroimidazo[1,5-a]pyrazin-1-yl)-3,3-dimethylpiperidin-2-one